C(CCCCC(C)C)OC(CCCCCCCCCCCCCCCCC)=O Isooctyl-stearat